FC(CC1=NN2C(N=CC3=C2[C@](CN3C(=O)NC3=CN=NC(=C3)C(F)F)(C(F)(F)F)C)=C1)F (S)-2-(2,2-difluoroethyl)-N-(6-(difluoromethyl)pyridazin-4-yl)-8-methyl-8-(trifluoromethyl)-7,8-dihydro-6H-pyrazolo[1,5-a]pyrrolo[2,3-e]pyrimidine-6-carboxamide